NC1=NC=NN2C1=C(C=C2C2=CC(N(C=C2)C)=O)C2=CC(=C(C=C2)NC(OC(C)(C)C)=O)OC tert-Butyl (4-(4-amino-7-(1-methyl-2-oxo-1,2-dihydropyridin-4-yl)pyrrolo[2,1-f][1,2,4]triazin-5-yl)-2-methoxyphenyl)carbamate